ClC1=C(C(=C(C2=C1OC(O2)(C)C21CCC(CC2)(CC1)N(C)C)C)C(=O)OC)\C=C\OCC methyl (E)-7-chloro-2-(4-(dimethylamino)bicyclo[2.2.2]octan-1-yl)-6-(2-ethoxyvinyl)-2,4-dimethylbenzo[d][1,3]dioxole-5-carboxylate